1-[3-(dimethylcarbamoyl)-2-fluoro-phenyl]-N-[(1R)-1-[5-(5-fluoro-2-formyl-phenyl)-2-thienyl]ethyl]-6-oxo-pyridazine-3-carboxamide CN(C(=O)C=1C(=C(C=CC1)N1N=C(C=CC1=O)C(=O)N[C@H](C)C=1SC(=CC1)C1=C(C=CC(=C1)F)C=O)F)C